FC(C(=O)O)(F)F.ClC1=CC(=C(C=C1)C1(OC2=C(O1)C=CC=C2C2CCN(CC2)CC2=NC1=C(N2CCOC)C=C(C=C1)C(=O)O)C)F 2-({4-[2-(4-chloro-2-fluorophenyl)-2-methyl-1,3-benzodioxol-4-yl]piperidin-1-yl}methyl)-1-(2-methoxyethyl)-1H-benzimidazole-6-carboxylic acid, trifluoroacetate salt